palladium (triphenylphosphine) C1(=CC=CC=C1)P(C1=CC=CC=C1)C1=CC=CC=C1.[Pd]